FC1=C(C=CC=C1)C1=CC=C(C=C1)C1=CC(=NC=C1)C(=O)NC1=CC=C(C=C1)O 4-(2'-fluoro[1,1'-biphenyl]-4-yl)-N-(4-hydroxyphenyl)picolinamide